COCC1=NC=CC=C1N (methoxymethyl)pyridin-3-amine